1-[2-(2,5-dioxopyrrol-1-yl)ethyl]pyrrole O=C1N(C(C=C1)=O)CCN1C=CC=C1